N-[6-[4-[acetyl(2,2-difluoroethyl)amino]-3-chloro-phenyl]-3-pyridyl]-2-(3-pyridyl)cyclopropanecarboxamide C(C)(=O)N(C1=C(C=C(C=C1)C1=CC=C(C=N1)NC(=O)C1C(C1)C=1C=NC=CC1)Cl)CC(F)F